N-[2,5-difluoro-4-(trifluoromethyl)phenyl]-2-fluoro-5-phenyl-1H-pyrrole-3-sulfonamide FC1=C(C=C(C(=C1)C(F)(F)F)F)NS(=O)(=O)C1=C(NC(=C1)C1=CC=CC=C1)F